1-(2-Isopropyltriazol-4-yl)ethanol C(C)(C)N1N=CC(=N1)C(C)O